BrC(N1N=C(C=C1)[N+](=O)[O-])(F)F 1-(Bromodifluoromethyl)-3-nitro-1H-pyrazole